CC1CS(=O)(=O)OCC1 2-methylbutanesultone